4-(3-bromo-1H-1,2,4-triazol-5-yl)-4-(2,4-difluorophenoxy)butan-1-ol BrC1=NNC(=N1)C(CCCO)OC1=C(C=C(C=C1)F)F